2-(3-(4-fluorophenyl)-5-(1-hydroxyethyl)-7-methyl-1-oxoisoquinolin-2(1H)-yl)acetonitrile FC1=CC=C(C=C1)C=1N(C(C2=CC(=CC(=C2C1)C(C)O)C)=O)CC#N